BrC1=CC=C(C=C1)C1=NN=C(O1)[C@@H]([C@H](C)O[Si](C)(C)C(C)(C)C)NC1=C(C(=C(C#N)C=C1)Cl)C 4-(((1R,2S)-1-(5-(4-Bromophenyl)-1,3,4-oxadiazol-2-yl)-2-((tert-butyldimethyl-silyl)oxy)propyl)amino)-2-chloro-3-methylbenzonitrile